5-((5-bromo-2-methylthiazol-4-yl)(hydroxy)methyl)-1-methyl-1H-pyrazole-3-carbonitrile BrC1=C(N=C(S1)C)C(C1=CC(=NN1C)C#N)O